C1=CC=CC=2C3=CC=CC=C3C(C12)COC(=O)N[C@H](CC(=O)O)CC1=CC=C(C=C1)Cl (S)-3-((((9H-fluoren-9-yl)methoxy)carbonyl)amino)-4-(4-chlorophenyl)butanoic acid